O[C@@H]1CC(C(C1)=O)C\C=C/CCCC(=O)OC(C)C isopropyl (3R,Z)-7-(3-hydroxy-5-oxocyclopent-1-yl)-5-heptenoate